N1=CCC2=CC=CC=C12 [3H]-indole